N-(3-Methoxypyrazin-2-yl)-10a-methyl-5,6,7,8,10,10a-hexahydroacridine-2-sulfonamide COC=1C(=NC=CN1)NS(=O)(=O)C1=CC=2C=C3CCCCC3(NC2C=C1)C